methyl (1aR,6bS)-5-methylenehexahydrocyclopropa[a]pyrrolizine-6a(4H)-carboxylate C=C1CN2C[C@H]3[C@@H](C2(C1)C(=O)OC)C3